(R)-N-(1-(3-(1,1-difluoro-2-methoxyethyl)phenyl)ethyl)-8-methyl-3-morpholinopyrido[2,3-d]pyridazin-5-amine FC(COC)(F)C=1C=C(C=CC1)[C@@H](C)NC1=C2C(=C(N=N1)C)N=CC(=C2)N2CCOCC2